ClC=1C=C(N)C=CC1Cl 3,4-dichloroaniline